COC1=CC=C(C=C1)S(=O)C=1C=C2C=NNC(C2=CC1)=O 6-((4-methoxyphenyl)sulfinyl)phthalazin-1(2H)-one